Cl.FC1=C(C=CC(=C1)C=O)C=1C=C2C(=NNC2=CC1)NC(=O)C1CCN(CC1)C N-[5-(2-fluoro-4-formylphenyl)-1H-indazol-3-yl]-1-methylpiperidine-4-carboxamide hydrochloride